(S)-3-(3-fluoro-4-(6-(2-propyl-2H-tetrazol-5-yl)pyridin-3-yl)phenyl)-5-(1-hydroxypropyl)oxazolidin-2-one phosphate P(=O)(O)(O)O.FC=1C=C(C=CC1C=1C=NC(=CC1)C=1N=NN(N1)CCC)N1C(O[C@@H](C1)C(CC)O)=O